2-[(S)-6-Hydroxy-1,5-dimethyl-4-hexenyl]-5-methylphenol OCC(=CCC[C@H](C)C1=C(C=C(C=C1)C)O)C